ClC1=CC=C(C=C1)CC=1C(OC(C1CC1=CC=C(C=C1)Cl)C1=CC=CC=C1)=O 3,4-bis(4-chlorophenyl-methyl)-5-phenylfuran-2(5H)-one